C(C=C)N1C(N(C(N(C1=O)CCN=[N+]=[N-])=O)CC=C)=O 1,3-diallyl-5-(2-azidoethyl)-1,3,5-triazine-2,4,6-trione